2,6-Bis(benzyloxy)-3-(4-(4-(4-chloro-3-methoxyphenethyl)piperidin-1-yl)-3-fluorophenyl)pyridine C(C1=CC=CC=C1)OC1=NC(=CC=C1C1=CC(=C(C=C1)N1CCC(CC1)CCC1=CC(=C(C=C1)Cl)OC)F)OCC1=CC=CC=C1